FC1=CC(=NC=C1)C1=CC(=C(C(=O)N)C=C1)C 4-(4-fluoropyridin-2-yl)-2-methylbenzamide